FC(C1=CC(=NC=C1)N1CC2(CC1)CCN(CC2)C(=O)OC(C)(C)C)(F)F tert-butyl 2-(4-(trifluoromethyl)pyridin-2-yl)-2,8-diazaspiro[4.5]decane-8-carboxylate